N-(4-fluoro-3-((2-((1-methyl-1H-pyrazol-4-yl)amino)-2'-(trifluoromethyl)-[5,5'-bipyrimidin]-4-yl)amino)phenyl)acrylamide FC1=C(C=C(C=C1)NC(C=C)=O)NC1=NC(=NC=C1C=1C=NC(=NC1)C(F)(F)F)NC=1C=NN(C1)C